C(#N)C1=CN=C(N1)C(=O)NC=1C(=NC(=CC1)C1=CC2(C3OC3C(C1)(O2)C)C)C2=CCC(CC2)(C)C 5-cyano-N-[2-(4,4-dimethylcyclohexen-1-yl)-6-[1,5-dimethyl-3,9-dioxatricyclo[3.3.1.02,4]non-6-en-7-yl]-3-pyridyl]-1H-imidazole-2-carboxamide